C1(CC1)[C@H](C=1C=NC2=CC=CC=C2C1)NC=1C2=C(N=C(N1)N1CCN(CC1)C(=O)N)C=NN2C(C)C 4-{7-[((R)-cyclopropyl-quinolin-3-yl-methyl)-amino]-1-isopropyl-1H-pyrazolo[4,3-d]pyrimidin-5-yl}-piperazine-1-carboxylic acid amide